5-bromo-2-(3-chloro-2-pyridinyl)pyrazole-3-carboxamide BrC=1C=C(N(N1)C1=NC=CC=C1Cl)C(=O)N